N-[(2S)-1-(4-{[5-(3,4-dimethyl-1,2-oxazol-5-yl)thiophen-2-yl]sulfonyl}piperazin-1-yl)propan-2-yl]-7-methylthieno[3,2-d]pyrimidin-4-amine CC1=NOC(=C1C)C1=CC=C(S1)S(=O)(=O)N1CCN(CC1)C[C@H](C)NC=1C2=C(N=CN1)C(=CS2)C